3-Chloro-4-((3,5-difluoropyridin-2-yl)methoxy-d2)-2'-(3-(2-hydroxypropan-2-yl)-1H-pyrazole-1-yl)-5',6'-dimethyl-2H-[1,4'-bipyridyl]-2-one ClC=1C(N(C=CC1OC([2H])([2H])C1=NC=C(C=C1F)F)C1=CC(=NC(=C1C)C)N1N=C(C=C1)C(C)(C)O)=O